8-Bromo-6-fluoro-7-iodospiro[benzo[b][1,4]oxazine-2,1'-cyclopropane]-3(4H)-one BrC1=C(C(=CC2=C1OC1(CC1)C(N2)=O)F)I